7-((2-methyl-1,2,3,4-tetrahydropyrido[4',3':4,5]pyrrolo[1,2-a]pyrazin-8-yl)amino)-4-(6-methylpyrazolo[1,5-a]pyridin-3-yl)isoindolin-1-one CN1CC=2N(CC1)C1=C(C2)C=C(N=C1)NC=1C=CC(=C2CNC(C12)=O)C=1C=NN2C1C=CC(=C2)C